C/C(=C/C(C)=O)/CCC=C(C)C (Z)-4,8-DIMETHYL-3,7-NONADIEN-2-ONE